4-(dipropylamino)styrene C(CC)N(C1=CC=C(C=C)C=C1)CCC